4-(bromomethyl)-2,2-dimethyl-1,3-dioxolane BrCC1OC(OC1)(C)C